2,4-dimethyl-2-hexenedioic acid CC(C(=O)O)=CC(CC(=O)O)C